CC(CC(=O)O)CC=1SC=CC1 3-methyl-4-(thiophen-2-yl)butanoic acid